N1C[C@@H](CC1)NC(=O)C1CC1 N-[(3R)-pyrrolidin-3-yl]Cyclopropanecarboxamide